(6-(3-chloro-1H-pyrrolo[2,3-b]pyridin-5-yl)-8-((R)-morpholin-3-yl)-3,4-dihydroisoquinolin-2(1H)-yl)((R)-3-methylmorpholine) ClC1=CNC2=NC=C(C=C21)C=2C=C1CCN(CC1=C(C2)[C@H]2NCCOC2)N2[C@@H](COCC2)C